[N+](=O)([O-])C=1C(=NC(=CC1)C1=CC=CC=C1)NC1=CC=C(C=C1)CNC(OC(C)(C)C)=O tert-butyl N-[[4-[(3-nitro-6-phenyl-2-pyridyl)amino]phenyl]methyl]carbamate